trans-4-((4-(2-Cyclopropyloxazol-4-yl) pyridine-2-yl)((trans-4-(5-methoxy-6-methylpyridin-2-yl)cyclohexyl)methyl) carbamoyl)cyclohexyl 3-isopropoxyazetidine-1-carboxylate C(C)(C)OC1CN(C1)C(=O)O[C@@H]1CC[C@H](CC1)C(N(C[C@@H]1CC[C@H](CC1)C1=NC(=C(C=C1)OC)C)C1=NC=CC(=C1)C=1N=C(OC1)C1CC1)=O